C1C(C(O)(C)CCC=C(C)C)O1 Linalool oxide